Isobenzofuran-1,3(3aH)-dione C1(OC(C2CC=CC=C12)=O)=O